C1CCCO1 TETRAMETHYLENE ETHER